ClC1=C(C(=O)NC2=C(C(=C(C=C2)F)N(C(C)=O)C)F)C=C(C=C1)NC(=O)[C@@H]1C([C@H]1C1=CC(=C(C=C1)F)C(F)(F)F)(Cl)Cl 2-chloro-5-((1R,3R)-2,2-dichloro-3-(4-fluoro-3-(trifluoromethyl)phenyl)cyclopropane-1-carboxamido)-N-(2,4-difluoro-3-(N-methylacetamido)phenyl)benzamide